BrC1=CC=C(C=C1)/C=C/C(=O)C1=NC=CC2=C1NC1=CC=C(C=C21)OC (E)-3-(4-bromophenyl)-1-(6-methoxy-9H-pyrido[3,4-b]indol-1-yl)prop-2-en-1-one